(R)-2-((4-(3-(4-Cyano-2-fluorophenyl)-2,3-dihydrobenzo[b][1,4]dioxin-5-yl)piperidin-1-yl)methyl)-4-methoxy-1-(thiazol-5-ylmethyl)-1H-benzo[d]imidazole-6-carboxylic acid C(#N)C1=CC(=C(C=C1)[C@H]1OC2=C(OC1)C=CC=C2C2CCN(CC2)CC2=NC1=C(N2CC2=CN=CS2)C=C(C=C1OC)C(=O)O)F